CC=1N=C(NC1C)C1=NC=CC(=C1)C=1C=NC=C(C1)C(=O)N1CC(C1)O (2'-(4,5-Dimethyl-1H-imidazol-2-yl)-3,4'-bipyridin-5-yl)(3-hydroxyazetidin-1-yl)methanone